COC1=CC2=C(C=C(O2)C=2N=NN(C2)C=2C=C3CN(C(C3=CC2)=O)C2C(NC(CC2)=O)=O)C=C1 3-(5-(4-(6-methoxybenzofuran-2-yl)-1H-1,2,3-triazol-1-yl)-1-oxoisoindolin-2-yl)piperidine-2,6-dione